rac-(3R,5S)-5-{2-[(2-fluoro-4-sulfamoylphenyl)amino]pyrimidin-5-yl}oxolan-3-yl N-(1-methylcyclopropyl)carbamate CC1(CC1)NC(O[C@H]1CO[C@@H](C1)C=1C=NC(=NC1)NC1=C(C=C(C=C1)S(N)(=O)=O)F)=O |r|